5-methyl-1,2,4-triazolo(3,4-b)benzothiazole CC1=CC=CC2=C1N1C(S2)=NN=C1